4-(((6-((4-fluoroisoindolin-2-yl)methyl)-4-oxo-4H-pyran-3-yl)oxy)methyl)-N,N-dimethylbenzamide FC1=C2CN(CC2=CC=C1)CC1=CC(C(=CO1)OCC1=CC=C(C(=O)N(C)C)C=C1)=O